COC=1C=C(C=C(C1)N(C)CCOC)N 5-methoxy-N1-(2-methoxyethyl)-N1-methyl-benzene-1,3-diamine